N5-(3-chloro-4-fluorophenyl)-N3-[(2R)-1,1-difluoropropan-2-yl]-6-methyl-4H,5H,6H,7H-[1,2]oxazolo[4,3-c]pyridine-3,5-dicarboxamide ClC=1C=C(C=CC1F)NC(=O)N1CC=2C(CC1C)=NOC2C(=O)N[C@@H](C(F)F)C